N-[(2S)-5-{[(1R,2S)-2-(4-fluorophenyl)cyclopropyl]amino}-1-(4-methylpiperazin-1-yl)-1-oxopentan-2-yl]-4-(1H-1,2,3-triazol-1-yl)benzamide, bis-methanesulfonate salt CS(=O)(=O)O.CS(=O)(=O)O.FC1=CC=C(C=C1)[C@H]1[C@@H](C1)NCCC[C@@H](C(=O)N1CCN(CC1)C)NC(C1=CC=C(C=C1)N1N=NC=C1)=O